tert-butyl (4-(6-(2,2-dimethylmorpholino)pyrrolo[2,1-f][1,2,4]triazin-4-yl)-2-methylbenzyl)carbamate CC1(OCCN(C1)C=1C=C2C(=NC=NN2C1)C1=CC(=C(CNC(OC(C)(C)C)=O)C=C1)C)C